CC1(CCN(CC1)C=1OC2=C(C=C(C=C2C(C1)=O)C)[C@@H](C)NC1=C(C(=O)NS(=O)(=O)C)C=CC=C1)C (R)-2-((1-(2-(4,4-dimethylpiperidin-1-yl)-6-methyl-4-oxo-4H-chromen-8-yl)ethyl)amino)-N-(methylsulfonyl)benzamide